ClC1=C(C=C(C(=O)OC)C=C1[N+](=O)[O-])OCC#CCN1CCN(CC1)C(C(C)C)=O methyl 4-chloro-3-((4-(4-isobutyrylpiperazin-1-yl) but-2-yn-1-yl) oxy)-5-nitrobenzoate